F[C@@H]1S(C2=C(O[C@@H](C1)C)C(=CC(=C2)C(=O)O)F)(=O)=O (cis)-4,9-difluoro-2-methyl-3,4-dihydro-2H-benzo[b][1,4]oxathiepine-7-carboxylic acid 5,5-dioxide